2-(cyclopropylcarbonyl)-6-fluoro-N-(6-(4-isopropyl-4H-1,2,4-triazol-3-yl)pyridin-2-yl)quinoline-7-carboxamide C1(CC1)C(=O)C1=NC2=CC(=C(C=C2C=C1)F)C(=O)NC1=NC(=CC=C1)C1=NN=CN1C(C)C